ethyl (R)-8-bromo-6-(2-fluorophenyl)-4-methyl-4H-benzo[f]imidazo[1,5-a][1,4]diazepine-3-carboxylate BrC=1C=CC2=C(C(=N[C@@H](C=3N2C=NC3C(=O)OCC)C)C3=C(C=CC=C3)F)C1